1-((R)-1-(4-(8-(but-3-en-1-yloxy)imidazo[1,2-a]pyrazin-6-yl)-5-methoxypyridin-2-yl)ethyl)-3-(3,3-difluoropent-4-en-2-yl)-1-ethylurea C(CC=C)OC=1C=2N(C=C(N1)C1=CC(=NC=C1OC)[C@@H](C)N(C(=O)NC(C)C(C=C)(F)F)CC)C=CN2